N[C@@H]1C=2C(=NC=CC2)CC12CCN(CC2)C2=NC(=C1C(=N2)NN=C1SC1=C(C(=CC=C1)Cl)Cl)C(=O)N (S)-6-(5-amino-5,7-dihydrospiro[cyclopenta[B]pyridin-6,4'-piperidin]-1'-yl)-3-((2,3-dichlorophenyl)thio)-1H-pyrazolo[3,4-d]pyrimidine-4-carboxamide